C(#N)CC1=C(C=C2N1N=CC(=C2)C2CCOCC2)C(=O)OC methyl 7-(cyanomethyl)-3-(tetrahydro-2H-pyran-4-yl)pyrrolo[1,2-b]pyridazine-6-carboxylate